(S)-1-((S)-8-chloroisochroman-1-yl)ethan-1-amine ClC=1C=CC=C2CCO[C@@H](C12)[C@H](C)N